4-(1,1,3,3-Tetramethyl-butyl)-phenol CC(CC(C)(C)C)(C)C1=CC=C(C=C1)O